(6-Hydroxy-10-(trifluoromethyl)-[1,2,4]triazolo[5,1-a]isoquinoline-5-carbonyl)glycine OC1=C(N2C(C3=C(C=CC=C13)C(F)(F)F)=NC=N2)C(=O)NCC(=O)O